B(OC(C)C1=CC=CC=C1)([O-])[O-] 1-phenylethyl borate